COC=1C=C2C(=CNC(C2=CC1OC)=O)C#N 6,7-dimethoxy-1-oxo-1,2-dihydro-isoquinoline-4-carbonitrile